indazole-3-sulfonohydrazide N1N=C(C2=CC=CC=C12)S(=O)(=O)NN